ClC=1C=2N(C=CN1)C(=CN2)C2=CC=C(C=C2)Cl 8-chloro-3-(4-chlorophenyl)imidazo[1,2-a]Pyrazine